BrC=1C=C(C(=C(N[C@H](C)C2=C(C=C(C=C2)Cl)Cl)C1)[N+](=O)[O-])Cl (R)-5-bromo-3-chloro-N-(1-(2,4-dichlorophenyl)ethyl)-2-nitroaniline